3-methyl-3-mercaptobutanehydrazide CC(CC(=O)NN)(C)S